CN(CCCNC(=O)C=1C=C(C=CC1CO)NC(=O)[C@H](CCCNC(=O)N)NC(=O)[C@H](C(C)C)NC(OCC=C)=O)C allyl N-[(1S)-1-[[(1S)-1-[[3-[3-(dimethylamino)propylcarbamoyl]-4-(hydroxymethyl)phenyl]carbamoyl]-4-ureido-butyl]carbamoyl]-2-methyl-propyl]carbamate